(Z)-1-acetyl-3-((5-isopropyl-1-(3-morpholinylpropyl)-1H-imidazol-4-yl)methylene)piperazine-2,5-dione C(C)(=O)N1C(/C(/NC(C1)=O)=C/C=1N=CN(C1C(C)C)CCCN1CCOCC1)=O